3-(4-cyano-2-methoxy-phenoxy)-6-iodo-5-methyl-N-(3-methylsulfanylphenyl)pyridazine-4-carboxamide C(#N)C1=CC(=C(OC=2N=NC(=C(C2C(=O)NC2=CC(=CC=C2)SC)C)I)C=C1)OC